C1CCC2=CC=CC=C12 (1S)-2,3-dihydro-1H-inden